6-(1-(2-(6-azaspiro[2.5]octan-6-yl)ethoxy)-2,2,2-trifluoroethyl)pyridin C1CC12CCN(CC2)CCOC(C(F)(F)F)C2=CC=CC=N2